(3R,4S)-3-cyclopropyl-1-[6-[4-(difluoromethyl)pyrazol-1-yl]pyrrolo[1,2-b]pyridazin-4-yl]-4-methyl-2-oxopyrrolidine-3-carbonitrile C1(CC1)[C@]1(C(N(C[C@H]1C)C=1C=2N(N=CC1)C=C(C2)N2N=CC(=C2)C(F)F)=O)C#N